2-Propanyl 4-{(3S,5aR,6R,7R,8aS)-7-hydroxy-6-[(1E,3S)-3-hydroxy-5-phenyl-1-penten-1-yl]octahydro-2H-cyclopenta[b]oxepin-3-yl}butanoate O[C@H]1[C@@H]([C@@H]2[C@@H](OC[C@H](CC2)CCCC(=O)OC(C)C)C1)\C=C\[C@H](CCC1=CC=CC=C1)O